(N-[4-amino-5-[4-(difluoromethoxy)benzoyl]thiazol-2-yl]-4-methoxy-anilino)propanamide NC=1N=C(SC1C(C1=CC=C(C=C1)OC(F)F)=O)N(C1=CC=C(C=C1)OC)C(C(=O)N)C